ClC1=CC(=C(OCC2=NC=CC(=C2)[C@@H]2CN(CC2)C(=O)OC(C)(C)C)C=C1)F tert-butyl (R)-3-(2-((4-chloro-2-fluorophenoxy)methyl)pyridin-4-yl)pyrrolidine-1-carboxylate